[Si](C)(C)(C(C)(C)C)OCCOC1(CC1)CNC 1-(1-(2-((tert-butyldimethylsilyl)oxy)ethoxy)cyclopropyl)-N-methylmethanamine